2-(2-Fluorophenyl)quinolin-4(1H)-one FC1=C(C=CC=C1)C=1NC2=CC=CC=C2C(C1)=O